5-[(5S)-5-(3,4,5-trichlorophenyl)-5-trifluoromethyl-4,5-dihydro-isoxazol-3-yl]-3-methyl-thiophene-2-carboxylic acid ClC=1C=C(C=C(C1Cl)Cl)[C@@]1(CC(=NO1)C1=CC(=C(S1)C(=O)O)C)C(F)(F)F